(4-(benzyloxy)phenyl)-6-(1H-pyrazol-5-yl)-9H-purine C(C1=CC=CC=C1)OC1=CC=C(C=C1)C1=NC(=C2N=CNC2=N1)C1=CC=NN1